BrC1=CC2=C(N=C(N=C2N2CCC3(CCN(C3)C(=O)OC(C)(C)C)CC2)C2=CC=NC=C2)C=N1 tert-butyl 8-(6-bromo-2-(pyridin-4-yl) pyrido[3,4-d]pyrimidin-4-yl)-2,8-diazaspiro[4.5]decane-2-carboxylate